3,5-dichloroiodobenzene-3-d ClC1(CC(=CC(=C1)Cl)I)[2H]